2-(2-(2-(4-fluoro-1,3-dioxoisoquinolin-2-yl)ethoxy)-N-(7-nitrobenzo[c][1,2,5]oxadiazol-4-yl)acetamido)-(1,1'-biphenyl)-3-carboxylic acid FC1C(N(C(C2=CC=CC=C12)=O)CCOCC(=O)N(C1=CC=C(C2=NON=C21)[N+](=O)[O-])C2=C(C=CC=C2C(=O)O)C2=CC=CC=C2)=O